OCC1N(CC(C(C1O)O)O)CCC 2-(hydroxymethyl)-1-propylpiperidine-3,4,5-triol